2-[1-[2,6-difluoro-4-(6-isopropylsulfanyl-2-pyridyl)phenyl]-3-piperidyl]acetic acid FC1=C(C(=CC(=C1)C1=NC(=CC=C1)SC(C)C)F)N1CC(CCC1)CC(=O)O